CC1=CC=C(C=C1)S(=O)(=O)OCC1=C(C=CC=C1)C(=O)C(O)C1=CC=CC=C1 (p-toluene-sulfonyloxy)methylbenzoin